3-[5-(3-amino-5-methoxyisoquinolin-1-yl)-1-oxo-2,3-dihydro-1H-isoindol-2-yl]piperidine-2,6-dione NC=1N=C(C2=CC=CC(=C2C1)OC)C=1C=C2CN(C(C2=CC1)=O)C1C(NC(CC1)=O)=O